hydroxy-phenylhydantoin ON1C(N(CC1=O)C1=CC=CC=C1)=O